N1CCC(C2=CC=CC=C12)CNC(NC1=CC=C(C(=O)OCC)C=C1)=O Ethyl 4-(3-((1,2,3,4-tetrahydroquinolin-4-yl)methyl)ureido)benzoate